dicaprylylcarbonate C(CCCCCCC)(=O)OC(OC(CCCCCCC)=O)=O